2-(6-oxo-2-phenyl-5-(((4-phenylcyclohexyl)methyl)amino)pyrimidin-1(6H)-yl)acetic acid O=C1C(=CN=C(N1CC(=O)O)C1=CC=CC=C1)NCC1CCC(CC1)C1=CC=CC=C1